O1C[C@@H](CC1)COC=1C=C(C=CC1)C1(CCOCC1)C(=O)N[C@@H](C)C1=CC=C(C(=O)OC)C=C1 Methyl 4-[(1S)-1-[[4-[3-[[(3R)-tetrahydrofuran-3-yl]methoxy]phenyl]tetrahydropyran-4-carbonyl]amino]ethyl]benzoate